ClC=1C(=CC(=C(C1)C1(OCCO1)C)OCC)F 2-(5-chloro-2-ethoxy-4-fluorophenyl)-2-methyl-1,3-dioxolan